OCCC(CN)N (2-hydroxyethyl)ethane-1,2-diamine